N1(C=CC=C1)C1=C(C(=O)O)C=CC=C1N1CC(C1)OC1=CC=C(C=C1)COC=1C=NC2=CC=CC=C2C1 2-(1H-pyrrol-1-yl)-3-(3-(4-((quinolin-3-yloxy)methyl)phenoxy)azetidin-1-yl)benzoic acid